C(C)OC(=O)C=1N(C=CN1)CC(C)C1=CC=CC=C1 (2-phenylpropyl)-1H-imidazole-2-carboxylic acid ethyl ester